4-(2-chloro-1,1,2,2-tetrafluoroethyl)aniline ClC(C(F)(F)C1=CC=C(N)C=C1)(F)F